N-(3-cyano-4-fluoro-1H-indol-7-yl)-1-(2-hydroxy-1,1-dimethyl-ethyl)pyrazole-4-sulfonamide C(#N)C1=CNC2=C(C=CC(=C12)F)NS(=O)(=O)C=1C=NN(C1)C(CO)(C)C